6-methyl-6,7-dihydro-[1,2,4]triazolo[1,5-a]pyrimidin CC1C=NC=2N(C1)N=CN2